(S)-6-cyclopropyl-N-(4-fluoro-3-(1-((1-methyl-1H-pyrazolo[3,4-b]pyrazin-6-yl)amino)ethyl)phenyl)nicotinamide C1(CC1)C1=NC=C(C(=O)NC2=CC(=C(C=C2)F)[C@H](C)NC2=CN=C3C(=N2)N(N=C3)C)C=C1